ClC(C(=O)NCC1=NN(C2=NC=CC(=C21)CO)C2=CC=C(C=C2)OC(F)(F)F)=C 2-Chloro-N-((4-(hydroxymethyl)-1-(4-(trifluoromethoxy)phenyl)-1H-pyrazolo[3,4-b]pyridin-3-yl)methyl)acrylamide